9-(1-Bromo-2-methylprop-1-en-1-yl)-9H-fluorene BrC(=C(C)C)C1C2=CC=CC=C2C=2C=CC=CC12